F[C@]1(CN(CC[C@H]1O)C1=NC=CC(=N1)NC=1N=CC2=C(N=CC(=C2C1)C(CF)C)N1CC(C1)CS(=O)(=O)C)C (3S,4R)-3-fluoro-1-(4-{[5-(1-fluoro-propan-2-yl)-8-[3-(methanesulfonyl-methyl)azetidin-1-yl]-2,7-naphthyridin-3-yl]amino}pyrimidin-2-yl)-3-methyl-piperidin-4-ol